N-(((9H-fluoren-9-yl)methoxy)carbonyl)-O-benzyl-L-serine C1=CC=CC=2C3=CC=CC=C3C(C12)COC(=O)N[C@@H](COCC1=CC=CC=C1)C(=O)O